The molecule is a fatty acid methyl ester resulting from the formal condensation of the carboxy group of 12(S)-HPETE with methanol. It is a fatty acid methyl ester and a hydroperoxy fatty ester. It derives from a methyl arachidonate and a 12(S)-HPETE. It is an enantiomer of a 12(R)-HPETE methyl ester. CCCCC/C=C\\C[C@@H](/C=C/C=C\\C/C=C\\CCCC(=O)OC)OO